C(CC)(=O)OC(C=C)(CCC=C(C)C)C 3,7-dimethylocta-1,6-dien-3-yl propanoate